tert-butyl ((5-chloro-2,4-difluorophenyl)sulfonyl)(isothiazol-3-yl)carbamate ClC=1C(=CC(=C(C1)S(=O)(=O)N(C(OC(C)(C)C)=O)C1=NSC=C1)F)F